N-(3-(2'-Amino-7'-oxo-5'H-spiro[cyclopropane-1,8'-pyrido[4,3-d]pyrimidine]-6'(7'H)-yl)-4-methylphenyl)-3-(piperazin-1-yl)-5-(trifluoromethyl)benzamide NC=1N=CC2=C(N1)C1(C(N(C2)C=2C=C(C=CC2C)NC(C2=CC(=CC(=C2)C(F)(F)F)N2CCNCC2)=O)=O)CC1